O1N=C(C=C1)[C@@H](C)NC(=O)[C@H]1CN(CC[C@@H]1NC(=O)C1=NOC(=C1)C1=C(C=C(C=C1)F)F)C1CCCC1 (3S,4S)-1-Cyclopentyl-4-{[5-(2,4-difluoro-phenyl)-isoxazole-3-carbonyl]-amino}-piperidine-3-carboxylic acid ((1R)-1-isoxazol-3-yl-ethyl)-amide